COS(=O)(=O)[O-].C(CCCCCCCCCCCCC)(=O)C[N+](C)(C)CC Myristoyl-ethyl-trimethylammonium methylsulfate